(R)-4-(3-(3-aminopiperidine-1-carbonyl)-1-(1-methyl-1H-pyrrolo[2,3-b]pyridine-5-yl)-1H-pyrazole-5-yl)benzonitrile N[C@H]1CN(CCC1)C(=O)C1=NN(C(=C1)C1=CC=C(C#N)C=C1)C=1C=C2C(=NC1)N(C=C2)C